methyl {2-[1-(4-chlorophenyl)pyrazol-3-yloxymethyl]phenyl}-(methoxy)carbamate ClC1=CC=C(C=C1)N1N=C(C=C1)OCC1=C(C=CC=C1)N(C(OC)=O)OC